(S)-6-(1-amino-1,3-dihydro-spiro[inden-2,4'-piperidin]-1'-yl)-3-(1-(2-methoxy-6-methylpyridin-4-yl)vinyl)-1,5-dihydro-4H-pyrazolo[3,4-d]pyrimidin-4-one N[C@@H]1C2=CC=CC=C2CC12CCN(CC2)C=2NC(C1=C(N2)NN=C1C(=C)C1=CC(=NC(=C1)C)OC)=O